C(C)(C)(C)OC(=O)N1CCC2(CC(C2)N2N=C(C=3C2=NC=NC3N)C3=CC=C(C=C3)OC3=CC=CC=C3)CC1 2-(4-amino-3-(4-phenoxyphenyl)-1H-pyrazolo[3,4-d]pyrimidin-1-yl)-7-azaspiro[3.5]nonane-7-carboxylic acid tert-butyl ester